2-amino-2-decene NC(C)=CCCCCCCC